CC1=C(C(=C(C(=O)[O-])C=C1)[N+](=O)[O-])N(C)C(=O)OC(C)(C)C methyl-((tert-butoxycarbonyl) (methyl) amino)-2-nitrobenzoate